C12(CC(C1)C2)NS(=O)(=O)C=2C(=C(N(C2)C)C(=O)NC2=CC(=C(C=C2)F)C#N)C (N-(bicyclo[1.1.1]pent-1-yl)sulfamoyl)-N-(3-cyano-4-fluorophenyl)-1,3-dimethyl-1H-pyrrole-2-carboxamide